C(=O)(OC1(C(=C(C(=C1C)C)C)C)C)OC(=O)[O-].[Co+2].CC1=C(C(=C(C1(C)OC(=O)OC(=O)[O-])C)C)C cobalt pentamethylcyclopentadienyl dicarbonate